(S)-2-(2-fluoro-4-(pyrrolidin-2-yl)phenyl)-6-methoxy-N-(1-methylpiperidin-4-yl)benzo[d]imidazo[2,1-b]thiazole-7-carboxamide dihydrochloride Cl.Cl.FC1=C(C=CC(=C1)[C@H]1NCCC1)C=1N=C2SC3=C(N2C1)C=C(C(=C3)C(=O)NC3CCN(CC3)C)OC